C1(=CC=CC=C1)C1=CC=C(C=C1)C1=CC=CC=C1 4'-phenyl-1,1'-biphenyl